2-((3R,4R)-3-fluorotetrahydro-2H-pyran-4-yl)-6-((2-methyl-6-(trifluoromethyl)pyridin-3-yl)sulfonyl)-2,6-diazaspiro[3.3]heptane F[C@H]1COCC[C@H]1N1CC2(C1)CN(C2)S(=O)(=O)C=2C(=NC(=CC2)C(F)(F)F)C